1-(3-Fluoropyridin-2-yl)-7-methoxy-3-methyl-8-(1-methyl-1H-pyrazol-4-yl)-1,3-dihydroimidazo[4,5-c]quinolin-2-one FC=1C(=NC=CC1)N1C(N(C=2C=NC=3C=C(C(=CC3C21)C=2C=NN(C2)C)OC)C)=O